C(C)N1N=CC=C1C(=O)N1C(CC(C1)F)C(=O)NC(C1=CC=C(C=C1)C(C)C)C1=CC=CC=C1 1-(1-ethyl-1H-pyrazole-5-carbonyl)-4-fluoro-N-{phenyl[4-(propan-2-yl)phenyl]methyl}pyrrolidine-2-carboxamide